(ethyl-1-yl)acetamide (2-(naphthalen-1-yl) acetate) C1(=CC=CC2=CC=CC=C12)CC(=O)O.C(C)=CC(=O)N